4'-cyclopropyl[1,1'-biphenyl]-2-carboxylic acid C1(CC1)C1=CC=C(C=C1)C=1C(=CC=CC1)C(=O)O